CC=1C(=NN2C1NC(=C(C2=O)C)C=2C=C(C(=O)O)C=CC2)C2=CC=CC=C2 3-(3,6-dimethyl-7-oxo-2-phenyl-4,7-dihydropyrazolo[1,5-a]pyrimidin-5-yl)benzoic acid